2-(2H-benzotriazol-2-yl)-6-phthalimidomethyl-4-Methylphenol N=1N(N=C2C1C=CC=C2)C2=C(C(=CC(=C2)C)CN2C(C=1C(C2=O)=CC=CC1)=O)O